(2-fluoro-4-methyl-5-(2-(oxetan-3-ylamino)-8,9-dihydroimidazo[1',2':1,6]pyrido[2,3]pyrimidin-6-yl)phenyl)-6-(trifluoromethyl)picolinamide FC1=C(C=C(C(=C1)C)C1=CC2=C(CN(C=N2)NC2COC2)N2C1=NCC2)C=2C(=NC(=CC2)C(F)(F)F)C(=O)N